N-(4-(4-isopropyl-5-(8-methyl-[1,2,4]triazolo[1,5-a]pyridin-6-yl)-1H-pyrazol-3-yl)benzyl)-N-methylethanamine C(C)(C)C=1C(=NNC1C=1C=C(C=2N(C1)N=CN2)C)C2=CC=C(CN(CC)C)C=C2